carbonyl-phosphorus C(=O)=[P]